FC(C1=CC(=C(C=C1)N1N=NC(=C1COC1=CC=C(N=N1)N1CC(NCC1)=O)C)F)F 4-(6-((1-(4-(Difluoromethyl)-2-fluorophenyl)-4-methyl-1H-1,2,3-triazol-5-yl)methoxy)pyridazin-3-yl)piperazin-2-one